2-(Fluoromethyl)-5-(4,4,5,5-tetramethyl-1,3,2-dioxaborolan-2-yl)indazole FCN1N=C2C=CC(=CC2=C1)B1OC(C(O1)(C)C)(C)C